CN1C(=NC=C1)CNC(=O)C1=NC(=CC=C1)N1CCN(CCC1)C1CCN(CC1)C(C)C N-[(1-Methyl-1H-imidazol-2-yl)methyl]-6-{4-[1-(propan-2-yl)piperidin-4-yl]-1,4-diazepan-1-yl}pyridine-2-carboxamide